bis[3-t-butyl-2-hydroxy-5-methylphenyl]methane (2-oxocyclobutyl)methyl-methanesulfonate O=C1C(CC1)CCS(=O)(=O)O.C(C)(C)(C)C=1C(=C(C=C(C1)C)CC1=C(C(=CC(=C1)C)C(C)(C)C)O)O